N1=C(C=CC=C1CN(CC=1C(=NC=CC1)C(=O)O)CC=1C(=NC=CC1)C(=O)O)CN(CC=1C(=NC=CC1)C(=O)O)CC=1C(=NC=CC1)C(=O)O (((pyridine-2,6-diylbis(methylene))bis(azanetriyl))tetrakis(methylene))-tetrapicolinic acid